3-chloro-5-phenyldibenzophosphole oxide ClC=1C=CC2=C(P(C3=C2C=CC=C3)(C3=CC=CC=C3)=O)C1